C(C1=CC=CC=C1)OC(=O)[C@]1(CN(CC1)CC(=O)OC(C)(C)C)NC(=O)OCC1=CC=CC=C1 (S)-3-(((benzyloxy)carbonyl)amino)-1-(2-(tert-butoxy)-2-oxoethyl)pyrrolidine-3-carboxylic acid benzyl ester